N-(3-ethyl-2,3,4,5-tetrahydro-1H-benzo[d]azepin-7-yl)acetamide C(C)N1CCC2=C(CC1)C=C(C=C2)NC(C)=O